methyl 7-(1-(adamantan-1-ylmethyl)-5-methyl-1H-pyrazol-4-yl)-4-(5-bromopyrazin-2-yl)-2,2-dimethyl-3,4-dihydro-2H-pyrido[3,2-b][1,4]oxazine-8-carboxylate C12(CC3CC(CC(C1)C3)C2)CN2N=CC(=C2C)C2=C(C=3OC(CN(C3N=C2)C2=NC=C(N=C2)Br)(C)C)C(=O)OC